5-bromo-2-(4-fluorophenyl)-4-(1-methyl-1H-pyrazol-3-yl)pyridine BrC=1C(=CC(=NC1)C1=CC=C(C=C1)F)C1=NN(C=C1)C